3-(diethylamino)propionic acid C(C)N(CCC(=O)O)CC